FC(C1=NC(=CC=C1F)C1=CC(=NC=C1)C(F)F)F 2-(difluoromethyl)-6-[2-(difluoromethyl)-4-pyridyl]-3-fluoro-pyridine